1-(3-((4-(4-chlorophenyl)piperazin-1-yl)methyl)-4-(trifluoromethyl)phenyl)-N1,N2,N2-trimethylethane-1,2-diamine ClC1=CC=C(C=C1)N1CCN(CC1)CC=1C=C(C=CC1C(F)(F)F)C(CN(C)C)NC